NC[C@H](C)N1C(N(C=C(C1=O)C1=C(C(=CC=C1)F)Cl)CC(=O)N1CCC(CC1)N1C(NC2=C(CC1)C=C(C=C2)OC)=O)=O 3-((S)-2-amino-1-methyl-ethyl)-5-(2-chloro-3-Fluoro-phenyl)-1-{2-[4-(7-methoxy-2-oxo-1,2,4,5-tetrahydro-benzo[d][1,3]diazepin-3-yl)-piperidin-1-yl]-2-oxo-ethyl}-1H-pyrimidine-2,4-dione